t-hexyl peroxyneohexanoate C(CC(C)(C)C)(=O)OOC(C)(C)CCC